isopropyl trans-[4-[5-[4-(oxazol-2-ylamino)-2-pyrrolidin-1-ylsulfonyl-phenyl]thiazol-2-yl]cyclohexyl]carbamate O1C(=NC=C1)NC1=CC(=C(C=C1)C1=CN=C(S1)[C@@H]1CC[C@H](CC1)NC(OC(C)C)=O)S(=O)(=O)N1CCCC1